(S)-2-(Chloromethyl)-3-(oxetan-2-ylmethyl)-1H-benzo[d]imidazole-6-carboxylic acid methyl ester COC(=O)C=1C=CC2=C(N[C@@H](N2CC2OCC2)CCl)C1